FC(OC1=C(C=C(C=C1)SC[C@H](C)O)C1=NN(C=C1NC(=O)C=1C=NN2C1N=CC=C2)C)F (S)-N-(3-(2-(difluoromethoxy)-5-((2-hydroxypropyl)thio)phenyl)-1-methyl-1H-pyrazol-4-yl)pyrazolo[1,5-a]pyrimidine-3-carboxamide